O1CCOCC(C)O1 oxyethylene-oxypropylene ether